NC=1C2=C(N=CN1)N(C(=C2C2=CC=C(C(=O)NC1COCCC1)C=C2)C2=CC=C(C=C2)NC(C(=C)C)=O)C 4-(4-amino-6-(4-methacrylamido-phenyl)-7-methyl-7H-pyrrolo[2,3-d]pyrimidin-5-yl)-N-(tetrahydro-2H-pyran-3-yl)benzamide